5-bromo-6-chloro-7-fluoro-1H-indole-2,3-dione BrC=1C=C2C(C(NC2=C(C1Cl)F)=O)=O